N(N)C1=NC=C(C(=C1)C)S(=O)(=O)C 2-hydrazino-4-methyl-5-(methylsulfonyl)pyridine